2,6-Anhydro-7-O-[tert-butyl-(dimethyl)silyl]-1,3,4-trideoxy-5-O-(2,2,2-trichloroethanimidoyl)-D-arabino-hept-3-enitol C(C)(C)(C)[Si](OC[C@@H]1[C@H](C=C[C@@H](C)O1)OC(C(Cl)(Cl)Cl)=N)(C)C